N[C@@H]1CN(C[C@@H]([C@H]1O)C)C1=C2C(=NC=C1NC(=O)C1=NC(=C(C=C1)F)C1=C(C=CC=C1F)F)C(CC2)O N-{4-[(3R,4R,5S)-3-amino-4-hydroxy-5-methylpiperidin-1-yl]-7-hydroxy-6,7-dihydro-5H-cyclopenta[b]pyridin-3-yl}-6-(2,6-difluorophenyl)-5-fluoropyridine-2-carboxamide